1-(5-chloro-2-cyclopropoxyphenyl)-3-methyl-6-(pyrazolo[1,5-a]pyrimidin-3-yl)-1H-pyrazolo[4,3-c]pyridine ClC=1C=CC(=C(C1)N1N=C(C=2C=NC(=CC21)C=2C=NN1C2N=CC=C1)C)OC1CC1